NC1=C(C(=CC2=C(N(N=C12)C)C)C(F)(F)F)C1=CC=CN2C(=CC=C12)C(=O)C1=CC(=C(C(=C1)F)F)F (8-(7-amino-2,3-dimethyl-5-(trifluoromethyl)-2H-indazol-6-yl)indolizin-3-yl)(3,4,5-trifluorophenyl)methanone